C(#N)C=1C=C(C=CC1O[C@@H]1[C@@H]2[C@H](OC1)[C@H](CO2)O)C=2SC(=C(N2)C)C(=O)O 2-(3-cyano-4-{[(3S,3aR,6S,6aR)-6-hydroxyhexahydrofuro[3,2-b]furan-3-yl]oxy}phenyl)-4-methylthiazole-5-carboxylic acid